Br.FC(C1=CC=C(C=C1)C1=CN=C(N1)CN)(F)F 1-{5-[4-(trifluoromethyl)phenyl]-1H-imidazol-2-yl}methanamine hydrogen bromide